COC=1C=C(C=CC1OC)/C(/C#N)=C/C#N 2-(3,4-dimethoxyphenyl)maleonitrile